Cl.NC(CO)(CO)CO 2-Amino-2-(hydroxymethyl)propan-1,3-diol hydrochlorid